Cl.C1(=CC=CC=C1)S(=O)(=O)C1CCNCC1 4-(benzenesulfonyl)piperidine hydrochloride